COC=1C=CC(=NC1)NC(C1=CC=CC=C1)=O N-(5-methoxypyridin-2-yl)benzamide